((4-Bromo-6-fluoro-1-(triisopropylsilyl)-1H-indol-5-yl)((tetrahydro-2H-pyran-2-yl)oxy)methyl)picolinonitrile BrC1=C2C=CN(C2=CC(=C1C(OC1OCCCC1)C=1C(=NC=CC1)C#N)F)[Si](C(C)C)(C(C)C)C(C)C